NC1=CC(=C(C(=O)NCCC[C@@H](C(=O)OC)NC(C2=C(C=C(C=C2)CCC=2N=C3C(=NC(=NC3=NC2)N)N)O)=O)C=C1)C1=NN=NN1 Methyl (S)-5-(4-amino-2-(1H-tetrazol-5-yl)benzamido)-2-(4-(2-(2,4-diaminopteridin-6-yl) ethyl)-2-hydroxybenzamido)pentanoate